N-(p-methoxyphenyl)sulfonyloxy-succinimide COC1=CC=C(C=C1)S(=O)(=O)ON1C(CCC1=O)=O